1-(indolizin-5-yl)-2-(methylamino)ethan-1-one C=1C=CN2C(=CC=CC12)C(CNC)=O